ClC=1C=C(C=C(C1O[C@@H](CSC1=CC=C(C=C1)F)CCN(C)C)Cl)S(=O)(=O)NC(=O)[C@@]1(OCCCC1)C (R)-N-((3,5-dichloro-4-(((R)-4-(dimethylamino)-1-((4-fluorophenyl)thio)butan-2-yl)oxy)phenyl)sulfonyl)-2-methyltetrahydro-2H-pyran-2-carboxamide